BrCC=1SC(=CN1)OCC(F)(F)F 2-(bromomethyl)-5-(2,2,2-trifluoroethoxy)thiazole